ClC1=C(C(=O)N(C)C)C=CC(=C1)OC[C@@H](CCC1CCN(CC1)C([C@@](C(F)(F)F)(C1=CC=CC=C1)O)=O)F |o1:14,24| 2-chloro-4-((R or S)-2-fluoro-4-(1-((R or S)-3,3,3-trifluoro-2-hydroxy-2-phenylpropanoyl)piperidin-4-yl)butoxy)-N,N-dimethylbenzamide